BrC=1C(N(C(=CC1OCC1=C(C=C(C=C1)F)F)C)CC1=NC=C(C(=O)NCCO)C=C1)=O 6-{[3-bromo-4-[(2,4-difluorobenzyl)oxy]-6-methyl-2-oxopyridin-1(2H)-yl]methyl}-N-(2-hydroxyethyl)nicotinamide